CN1CCC(=CC1)C1=CC(=CC=C1)[N+](=O)[O-] 1-methyl-4-(3-nitrophenyl)1,2,3,6-tetrahydropyridine